1-(4-(2-chlorobenzyl)-3,4-dihydroquinoxalin-1(2H)-yl)-2-(piperidin-1-yl)propan ClC1=C(CN2CCN(C3=CC=CC=C23)CC(C)N2CCCCC2)C=CC=C1